ClC1=CC=C(C(=O)C2=NC=CN=C2)C=C1 (4-chlorobenzoyl)pyrazine